N-((S)-1-(4-(1H-pyrazol-4-yl)phenyl)ethyl)-4-((R)-3-(3-(trifluoromethyl)phenoxy)pyrrolidin-1-yl)tetrahydro-2H-pyran-4-carboxamide molybdenum (vi) [Mo+6].N1N=CC(=C1)C1=CC=C(C=C1)[C@H](C)NC(=O)C1(CCOCC1)N1C[C@@H](CC1)OC1=CC(=CC=C1)C(F)(F)F